3-(2,6-difluoro-3,5-bis(methoxy-d3)phenyl)-1-ethyl-8-(morpholinomethyl)-1,3,4,7-tetrahydro-2H-pyrrolo[3',2':5,6]Pyrido[4,3-d]Pyrimidin-2-one FC1=C(C(=C(C=C1OC([2H])([2H])[2H])OC([2H])([2H])[2H])F)N1C(N(C2=C(C1)C=NC1=C2C=C(N1)CN1CCOCC1)CC)=O